BrC=1C(=NC(=NC1)NC=1C(=NN(C1)C1CN(CC1)C)C)NCCCN1C(CC1)=O 1-(3-((5-bromo-2-((3-methyl-1-(1-methylpyrrolidin-3-yl)-1H-pyrazol-4-yl)amino)pyrimidin-4-yl)amino)propyl)azetidin-2-one